1,1,1,4,4,4-hexafluorobutyne FC(C#CC(F)(F)F)(F)F